{9H-fluoren-9-yl}-5-isopropyl-8,14,14-trimethyl-3,6,9-trioxo-2,12-dioxa-4,7,10-triazapentadecan-15-oate C1=CC=CC=2C3=CC=CC=C3C(C12)OC(C(COCNC(C(NC(C(NC(OC)=O)C(C)C)=O)C)=O)(C)C)=O